O=C(CC1OC2=C(NC1=O)C=CC=C2)N2CCC(CC2)C2=C1C(=NC=C2)NC(=N1)C1CCOCC1 2-[2-oxo-2-[4-(2-tetrahydropyran-4-yl-3H-imidazo[4,5-b]pyridin-7-yl)-1-piperidyl]ethyl]-4H-1,4-benzoxazin-3-one